N(=[N+]=[N-])C1=CC=C(C=C1)O p-azidophenol